4-((tert-butoxycarbonyl)amino)but-2-enoate C(C)(C)(C)OC(=O)NCC=CC(=O)[O-]